6-[(3-methylsulfonyl-phenyl)methyl]-2-azaspiro[3.3]heptane CS(=O)(=O)C=1C=C(C=CC1)CC1CC2(CNC2)C1